N-(4-(2-(2,2-difluoroacetyl)hydrazine-1-carbonyl)-2-fluorobenzyl)-N-(p-tolyl)methanesulfonamide FC(C(=O)NNC(=O)C1=CC(=C(CN(S(=O)(=O)C)C2=CC=C(C=C2)C)C=C1)F)F